C(CCCCCCCCCCC)(=O)[O-].C(CCCCCCCCCCC)(=O)[O-].[Zn+2] zinc di-dodecanoate